tert-butyl 4-[2-(oxetan-3-ylamino)-5-(2-trimethylsilylethoxymethyl)pyrrolo[2,3-b]pyrazin-7-yl]-3,6-dihydro-2H-pyridine-1-carboxylate O1CC(C1)NC=1N=C2C(=NC1)N(C=C2C=2CCN(CC2)C(=O)OC(C)(C)C)COCC[Si](C)(C)C